tert-butyl N-[(1S)-5-[2-(2-aminopyridin-3-yl)-5-(pyrazol-1-yl)imidazo[4,5-b]pyridin-3-yl]-2,3-dihydro-1H-inden-1-yl]carbamate NC1=NC=CC=C1C1=NC=2C(=NC(=CC2)N2N=CC=C2)N1C=1C=C2CC[C@@H](C2=CC1)NC(OC(C)(C)C)=O